3-chloro-4-(3-methoxypropoxy)benzoic acid ClC=1C=C(C(=O)O)C=CC1OCCCOC